4-(2-methoxy-2-methyl-propoxy)cyclohexanamine COC(COC1CCC(CC1)N)(C)C